C(C)OP(O)(=O)NC1=CC(=C(C=C1)N[C@@H](CSC1=CC=CC=C1)CCN1CCOCC1)[N+](=O)[O-] P-(4-(((R)-4-morpholino-1-(phenylsulfanyl)butan-2-yl)amino)-3-nitrophenyl)aminophosphonic acid ethyl ester